(S)-2-((2-(2,6-difluoro-4-(methylcarbamoyl)phenyl)-6-methyl-1H-pyrrolo[3,2-b]pyridin-3-yl)methyl)morpholine-4-carboxylic acid methyl ester COC(=O)N1C[C@@H](OCC1)CC1=C(NC=2C1=NC=C(C2)C)C2=C(C=C(C=C2F)C(NC)=O)F